O(C1=CC=CC=C1)C1=NC=CC(=C1)N1C(NCC1=O)=O 3-[2-(PHENOXY)-4-PYRIDYL]-IMIDAZOLIDINE-2,4-DION